2-FORMYL-6,6-DIMETHYLBICYCLO(3.1.1)HEPT-2-ENE C(=O)C=1C2C(C(CC1)C2)(C)C